5-(2-amino-[1,2,4]triazolo[1,5-a]pyridin-7-yl)-2-trideuteromethylnicotinic acid, lithium salt [Li+].NC1=NN2C(C=C(C=C2)C=2C=NC(=C(C(=O)[O-])C2)C([2H])([2H])[2H])=N1